CN(C(=O)C1CCN(CC1)C(=O)OC(C)(C)C)C tert-Butyl 4-(dimethylcarbamoyl)piperidine-1-carboxylate